1-(2-(3-(((10-(2-(2,6-dioxopiperidin-3-yl)-1-oxoisoindolin-4-yl)decyl)(methyl)amino)methyl)phenoxy)ethyl)-N-hydroxy-1H-indole-6-carboxamide O=C1NC(CCC1N1C(C2=CC=CC(=C2C1)CCCCCCCCCCN(C)CC=1C=C(OCCN2C=CC3=CC=C(C=C23)C(=O)NO)C=CC1)=O)=O